C(C=C)N1CCN(CC1)C1CCN(CC1)C1=C(C=C(C(=C1)OC)NC1=NC=NC(=C1)N1OCC[C@@H]1C1=C(C(=CC=C1)Cl)F)NC(C=C)=O N-(2-(4-(4-allylpiperazine-1-yl)piperidine-1-yl)-5-((6-(R-3-(3-chloro-2-fluorophenyl)isoxazolidine-2-yl)pyrimidine-4-yl)amino)-4-methoxyphenyl)acrylamide